C1(=CC=CC=C1)CC1OC2=C(CC1)C=C(C=C2)CN2C(SCC2=O)=O (3,4-dihydro-2-(phenylmethyl)-2H-1-benzopyran-6-yl)methyl-thiazolidine-2,4-dione